N1(CCOCC1)C1=NC(=NC(N1C1=CC(=CC=C1)C(F)(F)F)N)N 6-morpholin-4-yl-N1-(3-trifluoromethylphenyl)-[1,3,5]triazine-2,4-diamine